ClC1=CC2=C(C(N3[C@@H](CO2)CN(CC3)C(=O)OC(C)(C)C)=O)C(=N1)N1CCCC13COCC3 tert-Butyl (R)-3-chloro-12-oxo-1-(7-oxa-1-azaspiro[4.4]nonan-1-yl)-6a,7,9,10-tetrahydro-6H-pyrazino[2,1-c]pyrido[3,4-f][1,4]oxazepine-8(12H)-carboxylate